FC(C(C(=O)OCC)CC1=CC(=CC=C1)C(C(=O)NNC)(CCCC(CS(=O)(=O)CCO)(C)C)C)F ethyl 3,3-difluoro-2-(3-(7-((2-hydroxyethyl)sulfonyl)-2,6,6-trimethyl-1-(2-methylhydrazineyl)-1-oxoheptan-2-yl)benzyl)propanoate